ClC1=NN2C(N=CC3=C2[C@@](CN3C(=O)NC=3C=NC(=C(C3)Cl)N=S(=O)(C)C)(C(F)(F)F)C)=C1 (R)-2-chloro-N-(5-chloro-6-((dimethyl(oxo)-λ6-sulfaneylidene)amino)pyridin-3-yl)-8-methyl-8-(trifluoromethyl)-7,8-dihydro-6H-pyrazolo[1,5-a]pyrrolo[2,3-e]pyrimidine-6-carboxamide